3-(5-ethynyl-4-((2-methoxyethyl)amino)pyridin-2-yl)-1-(6-formyl-5-((4-methyl-2-oxopiperazin-1-yl)methyl)pyridin-2-yl)-1-methylurea C(#C)C=1C(=CC(=NC1)NC(N(C)C1=NC(=C(C=C1)CN1C(CN(CC1)C)=O)C=O)=O)NCCOC